CN(C=C)CC N-methyl-N-ethyl-ethenamine